NC1=C2C(=NC=N1)N(N=C2C2=CC=C(C=C2)CNC(C2=C(C=CC(=C2)F)OC)=O)[C@H]2C=C[C@@H](C2)O N-[[4-[4-amino-1-[(1R,4R)-4-hydroxycyclopent-2-en-1-yl]pyrazolo[3,4-d]pyrimidin-3-yl]phenyl]methyl]-5-fluoro-2-methoxy-benzamide